N-isopropylcyclohexane-1,2-diamine C(C)(C)NC1C(CCCC1)N